2-chloro-4-(9,9-diphenyl-9H-fluoren-3-yl)-6-phenyl-1,3,5-triazine ClC1=NC(=NC(=N1)C=1C=CC=2C(C3=CC=CC=C3C2C1)(C1=CC=CC=C1)C1=CC=CC=C1)C1=CC=CC=C1